1-butyl-3-(4-bromobutyl)imidazole trifluoromethanesulfonate FC(S(=O)(=O)O)(F)F.C(CCC)N1CN(C=C1)CCCCBr